C(C1=CC=CC=C1)OCC1=NN(C(N1CC)=O)C1=CC(=NC=C1F)C(C=C(C(=O)OCC)C(=O)OCC)C(C)C diethyl 2-(2-(4-(3-((benzyloxy)methyl)-4-ethyl-5-oxo-4,5-dihydro-1H-1,2,4-triazol-1-yl)-5-fluoropyridin-2-yl)-3-methylbutylidene)malonate